C(C=C)N(CC)CC=C diallyl-Ethylamine